1-methyl-2,3,6,7-tetrahydro-1H-azepin CN1CCC=CCC1